C1N(CCC2=CC=CC=C12)C=1C2=C(N=C(N1)C=1C=NNC1)CN(C2)C#N 4-(3,4-dihydroisoquinolin-2(1H)-yl)-2-(1H-pyrazol-4-yl)-5,7-dihydro-6H-pyrrolo[3,4-d]pyrimidine-6-carbonitrile